L-alanine hexadecyl ester C(CCCCCCCCCCCCCCC)OC([C@@H](N)C)=O